6-(6-cyano-8-fluoro-3,4-dihydroisoquinolin-2(1H)-yl)-5',6'-diaza[2,4'-bipyridine]-1'(2'H)-carboxylic acid tert-butyl ester C(C)(C)(C)OC(=O)N1CC=C(N=N1)C1=NC(=CC=C1)N1CC2=C(C=C(C=C2CC1)C#N)F